3,4-diaminopyrrolidine-1-carboxylic acid t-butyl ester C(C)(C)(C)OC(=O)N1CC(C(C1)N)N